(3S,4S)-3-((tert-butyldimethylsilyl)oxy)-1-(5-methylpyrimidin-2-yl)piperidin-4-amine [Si](C)(C)(C(C)(C)C)O[C@H]1CN(CC[C@@H]1N)C1=NC=C(C=N1)C